O=C1NC(CCC1N1C(C2=CC=CC(=C2C1=O)NC1CCC(CC1)C(=O)N1CCC(CC1)C(=O)O)=O)=O 1-[(1R,4R)-4-{[2-(2,6-DIOXOPIPERIDIN-3-YL)-1,3-DIOXO-2,3-DIHYDRO-1H-ISOINDOL-4-YL]AMINO}CYCLOHEXANECARBONYL]PIPERIDINE-4-CARBOXYLIC ACID